tert-butyloxycarbonyl peroxide C(C)(C)(C)OC(=O)OOC(=O)OC(C)(C)C